(S)-1-(5-Chloro-4-((3-(2,3-dihydrobenzo[b][1,4]dioxin-6-yl)-2-methylbenzyl)oxy)-2-((R)-3-hydroxy-2-methylpropoxy)benzyl)piperidine-2-carboxylic acid ClC=1C(=CC(=C(CN2[C@@H](CCCC2)C(=O)O)C1)OC[C@@H](CO)C)OCC1=C(C(=CC=C1)C1=CC2=C(OCCO2)C=C1)C